Cl.S1C2=C(C=C1)C=CC=C2N[C@H]2CNCC2 (R)-N-(benzo[b]thiophen-7-yl)pyrrolidin-3-amine hydrochloride